7-methyl-2-morpholino-4-oxo-4H-pyrido[1,2-a]pyrimidin CC=1C=CC=2N(C(C=C(N2)N2CCOCC2)=O)C1